C(C)(C)(C)C1CCC2=C(SC(=C2C(=O)OC)NC(=O)C2C(CCCC2)C(=O)O)C1 2-((6-(tert-butyl)-3-(methoxycarbonyl)-4,5,6,7-tetrahydrobenzo[b]thiophen-2-yl)carbamoyl)cyclohexane-1-carboxylic acid